Cl\C(=C/C1SCCCS1)\C1=CC(=CC=C1)OC (Z)-2-(2-chloro-2-(3-methoxyphenyl)vinyl)-1,3-dithiane